CC1=C(C=C)C=CC=C1 (Z)-2-methyl-styrene